FC1=CC=C(C=C1)C(C)=C(C#N)C#N 2-(1-(p-fluorophenyl)ethylidene)malononitrile